CC1=C(C=C(C=C1)NC(=O)N1CC(=CC1)CC(F)(F)F)B(O)O (2-methyl-5-(3-(2,2,2-trifluoroethyl)-2,5-dihydro-1H-pyrrole-1-carboxamido)phenyl)boronic acid